(R)-(1-(6-bromo-4-formylpyridin-3-yl)piperidin-3-yl)carbamic acid tert-butyl ester C(C)(C)(C)OC(N[C@H]1CN(CCC1)C=1C=NC(=CC1C=O)Br)=O